C(C)(=O)OCC1=C(C=C(C=C1OCC)C(C)=O)OCC (4-Acetyl-2,6-Diethoxyphenyl)Methyl Acetate